N'-((8-fluoro-1,2,3,5,6,7-hexahydro-s-indacen-4-yl)carbamoyl)-2,3-dihydropyrazolo[5,1-b]oxazole-7-sulfonimidamide FC=1C=2CCCC2C(=C2CCCC12)NC(=O)N=S(=O)(N)C=1C=NN2C1OCC2